tert-Butyl (2R,4R)-4-hydroxy-2-(methoxymethyl)pyrrolidine-1-carboxylate O[C@@H]1C[C@@H](N(C1)C(=O)OC(C)(C)C)COC